[K+].NC1=C(C2=CC=CC=C2C=C1)N=NC=1C=C(C(=CC1)C=CC=1C(=CC(=CC1)N=NC1=C(C=CC2=CC=CC=C12)N)S(=O)(=O)[O-])S(=O)(=O)[O-].[K+] 4,4'-bis(2-amino-1-naphthylazo)2,2'-stilbenedisulfonic acid, potassium salt